F[C@@H]1CN(CC[C@@H]1OC([2H])([2H])[2H])C1=NC=CC(=N1)NC=1N=CC2=C(C=CC(=C2C1)C(C)C)N1[C@@H]([C@H](C1)CS(=O)(=O)C)C N-(2-((3R,4S)-3-fluoro-4-(methoxy-d3)piperidin-1-yl)pyrimidin-4-yl)-5-isopropyl-8-((2R,3S)-2-methyl-3-((methanesulfonyl)methyl)azetidin-1-yl)isoquinolin-3-amine